2-(5-(piperazin-1-yl)pyridin-2-ylamino)-6-acetyl-8-cyclopentyl-5-methylpyrido[2,3-d]pyrimidin-7(8H)-one N1(CCNCC1)C=1C=CC(=NC1)NC=1N=CC2=C(N1)N(C(C(=C2C)C(C)=O)=O)C2CCCC2